((5-cyclopropyl-3-(2,6-dichlorophenyl)isoxazol-4-yl)methoxy)-2-oxabicyclo[2.2.2]octane-1-carboxylic acid methyl ester COC(=O)C12OC(C(CC1)CC2)OCC=2C(=NOC2C2CC2)C2=C(C=CC=C2Cl)Cl